C(C)(C)(C)C=1C=CC=2C(NS(C3=CC=CC(NCC(C[C@H]4CC(N(C2N1)C4)(C)C)CC(C)(C)C)=N3)(=O)=O)=O (14S)-8-tert-butyl-16-(2,2-dimethylpropyl)-12,12-dimethyl-2λ6-thia-3,9,11,18,23-pentaazatetracyclo[17.3.1.111,14.05,10]tetracosa-1(22),5(10),6,8,19(23),20-hexaene-2,2,4-trione